tert-butyl N-(4-(((((9H-fluoren-9-yl)methoxy)carbonyl)amino)methyl)benzoyl)-N-(2-hydroxyethyl)glycinate C1=CC=CC=2C3=CC=CC=C3C(C12)COC(=O)NCC1=CC=C(C(=O)N(CC(=O)OC(C)(C)C)CCO)C=C1